FC1=C(C=CC=C1)CS(=O)(=O)NC1=C(C(=C(C=C1F)C1=CC2=C(N=C(N=C2)N[C@@H]2CNC[C@@H](C2)O)N(C1=O)C(C)C)F)F 1-(2-fluorophenyl)-N-(2,3,6-trifluoro-4-(2-(((3S,5R)-5-hydroxy-piperidin-3-yl)amino)-8-isopropyl-7-oxo-7,8-dihydropyrido[2,3-d]-pyrimidin-6-yl)phenyl)-methanesulfonamide